C(N)(=O)C1=C(C=C(C=C1)C1=CC=C(C=C1)C[C@@H](C#N)NC(=O)[C@H]1OCCCNC1)F (2S)-N-[(1S)-2-(4'-carbamoyl-3'-fluorobiphenyl-4-yl)-1-cyanoethyl]-1,4-oxaazepane-2-carboxamide